C1(=CC=CC2=CC=CC=C12)OCCCC1=C(N(C2=C(C=CC=C12)C=1C(=NN(C1C)C)C)CCN1CCNCC1)C(=O)OC(C)(C)C tert-butyl 3-(3-(naphthalen-1-yloxy)propyl)-1-(2-(piperazin-1-yl)ethyl)-7-(1,3,5-trimethyl-1H-pyrazol-4-yl)-1H-indole-2-carboxylate